(5R)-N-[(3S)-9-fluoro-2-oxo-5-phenyl-1,3-dihydro-1,4-benzodiazepine-3-yl]-5-methyl-2-(1-methylsulfonylpiperidin-4-yl)-6,7-dihydro-5H-pyrazolo[5,1-b][1,3]Oxazine-3-carboxamide FC1=CC=CC=2C(=N[C@@H](C(NC21)=O)NC(=O)C=2C(=NN1C2O[C@@H](CC1)C)C1CCN(CC1)S(=O)(=O)C)C1=CC=CC=C1